(S)-(5-((3,4-dihydro-2H-benzo[b][1,4]oxazin-6-yl)sulfonyl)-3,4,5,6-tetrahydropyrrolo[3,4-c]pyrrol-2(1H)-yl)(tetrahydro-2H-pyran-3-yl)methanone O1C2=C(NCC1)C=C(C=C2)S(=O)(=O)N2CC1=C(C2)CN(C1)C(=O)[C@@H]1COCCC1